tert-butyl 4-(4-chlorophenyl)-4-((3-(methylamino)-4-(trifluoromethoxy)phenyl)sulfonamido)piperidine-1-carboxylate ClC1=CC=C(C=C1)C1(CCN(CC1)C(=O)OC(C)(C)C)NS(=O)(=O)C1=CC(=C(C=C1)OC(F)(F)F)NC